tert-butyl 4-{2-ethyl-7-[(8-fluoroisoquinolin-6-yl)carbamoyl]indazol-4-yl}piperazine-1-carboxylate C(C)N1N=C2C(=CC=C(C2=C1)N1CCN(CC1)C(=O)OC(C)(C)C)C(NC=1C=C2C=CN=CC2=C(C1)F)=O